C(N)(=O)C1=CC=C(CN2C(=CC3=CC=C(C=C23)C(=N)NC(OCC)=O)C(NC2=NC(=CC=C2)N2CCCC2)=O)C=C1 Ethyl ((1-(4-carbamoylbenzyl)-2-((6-(pyrrolidin-1-yl)pyridin-2-yl)carbamoyl)-1H-indol-6-yl)(imino)methyl)carbamate